(1r,4r)-N-(3-cyano-4-methoxyphenyl)-1-methyl-4-(5-methyl-2-oxo-1,2-dihydroquinazolin-3(4H)-yl)cyclohexanecarboxamide C(#N)C=1C=C(C=CC1OC)NC(=O)C1(CCC(CC1)N1C(NC2=CC=CC(=C2C1)C)=O)C